N-[3-[2-(difluoromethoxy)-5-(1,2,3,4-tetrahydroisoquinolin-7-yloxy)phenyl]-1H-pyrazol-4-yl]pyrazolo[1,5-a]pyrimidine-3-carboxamide FC(OC1=C(C=C(C=C1)OC1=CC=C2CCNCC2=C1)C1=NNC=C1NC(=O)C=1C=NN2C1N=CC=C2)F